methyl (1R,3S)-3-(((2R)-2-(((2-(2,6-dioxopiperidin-3-yl)-1-oxoisoindolin-5-yl)oxy)methyl)piperidin-1-yl)methyl)cyclopentane-1-carboxylate O=C1NC(CCC1N1C(C2=CC=C(C=C2C1)OC[C@@H]1N(CCCC1)C[C@@H]1C[C@@H](CC1)C(=O)OC)=O)=O